O=C1NC(CCC1N1C(C2=CC=C(C(=C2C1)F)CN1CCN(CC1)CC1=CC=C(C(=O)NC2=CC(=C(C=C2)C)NC2=NC=CC(=N2)C=2C=NC=CC2)C=C1)=O)=O 4-((4-((2-(2,6-dioxopiperidin-3-yl)-4-fluoro-1-oxoisoindolin-5-yl)methyl)piperazin-1-yl)methyl)-N-(4-methyl-3-((4-(pyridin-3-yl)pyrimidin-2-yl)amino)phenyl)benzamide